BrC1=CN(C=2N=CN=C(C21)Cl)C=2C=C(C=NC2)/C=C/C2=CC=C1C=CC(=NC1=C2)NC 7-[(1E)-2-(5-{5-bromo-4-chloro-7H-pyrrolo[2,3-d]pyrimidin-7-yl}pyridin-3-yl)ethenyl]-N-methylquinolin-2-amine